2-chloro-6,8-dimethylquinoline-3-carboxylic acid ClC1=NC2=C(C=C(C=C2C=C1C(=O)O)C)C